FC1(C(C(C2=C(C(=C(C(=C2C1(F)F)F)F)C(C(F)(F)F)(C(F)(F)F)C(F)(F)F)F)=O)(C(C(F)(F)F)(C(F)(F)F)C(F)(F)F)C(C(C(C(F)(F)F)(F)F)(F)F)(F)F)F perfluorobutyl-t-butyl-7-t-butyl-tetralone